2-[4-[[(1R,3S)-3-hydroxycyclohexyl]amino]pyrido[3,4-d]pyridazin-1-yl]-5-(trifluoromethoxy)phenol O[C@@H]1C[C@@H](CCC1)NC=1N=NC(=C2C1C=NC=C2)C2=C(C=C(C=C2)OC(F)(F)F)O